BrC=1N=CN(C1)CC(F)F 4-bromo-1-(2,2-difluoroethyl)-1H-imidazole